C(C=1C(C(=O)OCCCCCC(C)C)=CC=CC1)(=O)OCCCCCC(C)C di(6-methylheptyl) phthalate